4-bromo-5-((4-oxobutyl)amino)furo[2,3-c]pyridine-2-carbonitrile BrC1=C2C(=CN=C1NCCCC=O)OC(=C2)C#N